N-Boc-3-hydroxy-1,2,3,6-tetrahydropyridine C(=O)(OC(C)(C)C)N1CC(C=CC1)O